(R)-3-(3-(benzyloxy)-3-methylureido)-2-oxo-4-phenyl-N-(pyridin-2-ylmethyl)butyramide C(C1=CC=CC=C1)ON(C(N[C@@H](C(C(=O)NCC1=NC=CC=C1)=O)CC1=CC=CC=C1)=O)C